FC(CN1N=CC(=C1)B1OC(C(O1)(C)C)(C)C)(C(F)(F)F)F 1-(2,2,3,3,3-pentafluoropropyl)-4-(4,4,5,5-tetramethyl-1,3,2-dioxaborolan-2-yl)-1H-pyrazole